FC1=C(C(=O)OC)C(=CC(=C1)CC(C)C)N1C[C@@H](N(CC1)CC=1N=NC=CC1)CF methyl (R)-2-fluoro-6-(3-(fluoromethyl)-4-(pyridazin-3-ylmethyl) piperazin-1-yl)-4-isobutylbenzoate